O[C@@H]1C[C@@H](N(C1)C(=O)OC(C)(C)C)C tert-butyl (2S,4R)-4-hydroxy-2-methyltetrahydropyrrole-1-carboxylate